(R)-3-(8-(2,4-difluorophenyl)-6-azaspiro[3.4]octane-6-carbonyl)-1,2,4-oxadiazol-5(4H)-one FC1=C(C=CC(=C1)F)[C@@H]1CN(CC12CCC2)C(=O)C2=NOC(N2)=O